2-Bromo-1-(difluoromethoxy)-3-(trifluoromethyl)benzene BrC1=C(C=CC=C1C(F)(F)F)OC(F)F